BrC=1C=NN(C1)C(C(=O)OCC)C1CC1 ethyl 2-(4-bromopyrazol-1-yl)-2-cyclopropyl-acetate